C(CCC)C1=CC=C(C=C1)C(CC1=CC=C(C=C1)CCCC)O (-)-1,2-Bis(4-butylphenyl)ethan-1-ol